[(2R,3S,4R,5R)-3,4-dihydroxy-5-[6-(2-phenylpyrrolidin-1-yl)-purin-9-yl]tetrahydro-furan-2-yl]methoxy-methylphosphonic acid O[C@@H]1[C@H](O[C@H]([C@@H]1O)N1C2=NC=NC(=C2N=C1)N1C(CCC1)C1=CC=CC=C1)COCP(O)(O)=O